dimethyl 2-(methoxymethylene)propanedioate COC=C(C(=O)OC)C(=O)OC